3-[[1,3-dihydroxy-2-(hydroxymethyl)prop-2-yl]amino]propane-1-sulfonic acid OCC(CO)(CO)NCCCS(=O)(=O)O